[2,4-Difluoro-5-(7-morpholin-4-yl-quinazolin-4-yl)-phenyl]-(3,6-dimethyl-pyrazin-2-yl)methanol FC1=C(C=C(C(=C1)F)C1=NC=NC2=CC(=CC=C12)N1CCOCC1)C(O)C1=NC(=CN=C1C)C